FC(C(C)(C)OCCO)(F)F 2-(2-trifluoromethyl-2-propoxy)-ethanol